N-Benzyl-8-isopropyl-2-((1-methylpiperidin-4-yl)oxy)pyrazolo[1,5-a][1,3,5]triazine-4-amine C(C1=CC=CC=C1)NC1=NC(=NC=2N1N=CC2C(C)C)OC2CCN(CC2)C